2-(((benzyloxy)carbonyl)amino)-5-(7-chloro-3-cyclohexyl-2-methyl-1,1-dioxido-5-phenyl-2,3,4,5-tetrahydrobenzo[f][1,2,5]thiadiazepin-8-yl)-3-fluorobenzoic acid C(C1=CC=CC=C1)OC(=O)NC1=C(C(=O)O)C=C(C=C1F)C1=CC2=C(N(CC(N(S2(=O)=O)C)C2CCCCC2)C2=CC=CC=C2)C=C1Cl